C(=C)(C)C1=CC2=C(C(N(CC23CC3)CC(=O)OCC)=O)S1 ethyl 2-(2-isopropenyl-7-oxo-spiro[5H-thieno[2,3-c]pyridine-4,1'-cyclopropane]-6-yl)acetate